FC1(CN(C1)C(=O)C=1N=C2N(N1)C(CC2)C2=CC=CC=C2)F (3,3-difluoroazetidin-1-yl)-(5-phenyl-6,7-dihydro-5H-pyrrolo[1,2-b][1,2,4]triazol-2-yl)methanone